(6-cyclopropyl-7-methoxyimidazo[1,2-b]pyridazin-2-yl)propan-2-ol C1(CC1)C=1C(=CC=2N(N1)C=C(N2)CC(C)O)OC